C(=C)(C)C=1C=C(C(C)(C)N=C=O)C=CC1 3-Isopropenyl-α,α-dimethylbenzyl isocyanate